BrC1=CC=C(C=C1)C(=O)N1CCCCC1 (4-bromophenyl)(piperidin-1-yl)methanone